CN1CC2=CC(=CC=C2CC1)C=1C=C2C(=NC1)NC=C2 2-methyl-7-(1H-pyrrolo[2,3-b]pyridin-5-yl)-1,2,3,4-Tetrahydroisoquinoline